ClC=1C(N(C(=CC1OC([2H])([2H])C1=NC=C(C=C1F)F)C)C1=CC(=NC=C1C)C=1SC=C(N1)C(C)(C)O)=O (R)-3-chloro-4-((3,5-difluoropyridin-2-yl)methoxy-d2)-2'-(4-(2-hydroxypropan-2-yl)thiazol-2-yl)-5',6-dimethyl-2H-[1,4'-bipyridin]-2-one